2-(2-chlorophenyl)-N-[3-sulfamoyl-4-(1H-1,2,4-triazol-1-yl)phenyl]acetamide ClC1=C(C=CC=C1)CC(=O)NC1=CC(=C(C=C1)N1N=CN=C1)S(N)(=O)=O